(3R)-1-[3-(1-Hydroxyethyl)-6-[5-[(6-methylpyridazin-3-yl)amino]benzimidazol-1-yl]-2-pyridyl]pyrrolidine-3-carbonitrile OC(C)C=1C(=NC(=CC1)N1C=NC2=C1C=CC(=C2)NC=2N=NC(=CC2)C)N2C[C@@H](CC2)C#N